methyl 2-(5-(2-(3-fluorophenyl)oxazole-4-carboxamido)-6-oxo-2-phenylpyrimidin-1(6H)-yl)acetate FC=1C=C(C=CC1)C=1OC=C(N1)C(=O)NC1=CN=C(N(C1=O)CC(=O)OC)C1=CC=CC=C1